C(CCCCCCC\C=C/CCCCCCCC)(=O)OC1=CC=C(C=C1)CC(=O)OC(C)(C)C tert-butyl 4-oleoyloxy-phenylacetate